[N+](=O)([O-])C=1C=CC(=C(N)C1)CCC 5-Nitro-2-propyl-aniline